tert-butyl ((2S)-1-((1S,2S,5R)-6,6-dimethyl-2-((1-oxo-3-((S)-2-oxopyrrolidin-3-yl)propan-2-yl)carbamoyl)-3-azabicyclo[3.1.0]hexan-3-yl)-3,3-dimethyl-1-oxobutan-2-yl)carbamate CC1([C@@H]2CN([C@@H]([C@H]12)C(NC(C=O)C[C@H]1C(NCC1)=O)=O)C([C@H](C(C)(C)C)NC(OC(C)(C)C)=O)=O)C